FC1(CC(CCC1)N(C1=CC=CC=C1)C(CC1(CCN(CC1)C(C(C)C1=C(C=CC=C1)F)=O)C(=O)O)=O)F 4-[2-(N-(3,3-difluorocyclohexyl)anilino)-2-oxo-ethyl]-1-[2-(2-fluorophenyl)propanoyl]piperidine-4-carboxylic acid